3-(5-(3-fluoro-5-(imidazo[1,2-a]pyridine-3-carboxamido)-4-methylphenyl)-1,3,4-oxadiazol-2-yl)azetidine-1-carboxylic acid methyl ester COC(=O)N1CC(C1)C=1OC(=NN1)C1=CC(=C(C(=C1)NC(=O)C1=CN=C2N1C=CC=C2)C)F